tert-butyl ((S)-2-(4-(4-acetamidophenyl)-1-oxoisoindolin-2-yl)-3-hydroxypropanoyl)-L-serinate C(C)(=O)NC1=CC=C(C=C1)C1=C2CN(C(C2=CC=C1)=O)[C@H](C(=O)N[C@@H](CO)C(=O)OC(C)(C)C)CO